IC(C(C(C(C(C(F)(F)F)(F)F)(F)F)(F)F)(F)F)(F)F 1-iodo-1,1,2,2,3,3,4,4,5,5,6,6,6-tridecafluorohexane